5-(4-((4-pyrrolidin-1-ylpiperidinyl)methyl)phenyl)-1H-1,2,4-triazole-3,5-diamine N1(CCCC1)C1CCN(CC1)CC1=CC=C(C=C1)C1(N=C(NN1)N)N